C(C)C1N(C1)C(CC(=O)[O-])(N1C(C1)CC)N1C(C1)CC tris(2-ethyl-(1-aziridinyl))propionate